6-(6-(1-(difluoromethyl)-1H-pyrazol-4-yl)imidazo[1,2-b]pyridazin-3-yl)-N-((3R,4S)-4-(trifluoromethyl)pyrrolidin-3-yl)pyridin-2-amine FC(N1N=CC(=C1)C=1C=CC=2N(N1)C(=CN2)C2=CC=CC(=N2)N[C@H]2CNC[C@@H]2C(F)(F)F)F